C(C1=CC=CC=C1)N(C(=O)OCC)CCC1=CC=C(C=C1)O benzyl-N-[2-(4-hydroxyphenyl)ethyl]Urethane